OC(C)(C)C(=O)C1=CC=CC=C1 phenyl (1-hydroxyisopropyl) ketone